C(C)C(CCCCC)NC(CCCCC)CC di(ethylhexyl)amine